FC1(CC(CC1)CN1N=C(C(=C1C(=O)O)C(F)(F)F)C(F)F)F 1-((3,3-difluorocyclopentyl)methyl)-3-(difluoromethyl)-4-(trifluoromethyl)-1H-pyrazole-5-carboxylic acid